C(C)(C)(C)C1=NN2C(N(C(C3=C2N=C(C=C3)C(F)(F)F)=O)CC(=O)NC3=NC=C(C=C3)F)=C1 2-(2-(tert-butyl)-5-oxo-8-(trifluoromethyl)pyrazolo[1,5-a]pyrido[3,2-e]pyrimidin-4(5H)-yl)-N-(5-fluoropyridin-2-yl)acetamide